BrC1=CC2=C(NC(C(CC2)N2C[C@@H](CC2)O)=O)N=C1 3-Bromo-7-((R)-3-hydroxypyrrolidin-1-yl)-5,6,7,9-tetrahydro-8H-pyrido[2,3-b]azepin-8-one